CN1N=CC(=C1)C=1C=CC=2N(C1)N=CC2N2CCN(CC2)C(=O)OCC(O)C2=CC=C(C=C2)F 2-(4-fluorophenyl)-2-hydroxyethyl 4-(6-(1-methyl-1H-pyrazol-4-yl)pyrazolo[1,5-a]pyridin-3-yl)piperazine-1-carboxylate